methyl 5-(5-fluoro-3-methoxypyridin-2-yl)-1-methylpyrrole-3-carboxylate FC=1C=C(C(=NC1)C1=CC(=CN1C)C(=O)OC)OC